Pentadecanoate C(CCCCCCCCCCCCCC)(=O)[O-]